ClC1=NC(=NC(=N1)N(CCCC)CCCC)OCCCCCCCCCCCCCCCC 2-chloro-4-dibutylamino-6-hexadecyloxy-1,3,5-triazine